BrC=1C(=C(C=CC1)N(C1=NC=2N(C3=CC=C(C=C13)F)C=NN2)CC(F)F)F N-(3-bromo-2-fluorophenyl)-N-(2,2-difluoroethyl)-7-fluoro-[1,2,4]triazolo[4,3-a]quinazolin-5-amine